4-amino-N-(1-((4-((dimethylamino)methyl)phenyl)amino)-6-methylisoquinolin-5-yl)quinazoline NC1=NCN(C2=CC=CC=C12)C1=C2C=CN=C(C2=CC=C1C)NC1=CC=C(C=C1)CN(C)C